(R,S)-1-(4-fluorophenyl)ethan-1-ol FC1=CC=C(C=C1)[C@@H](C)O